C(C)(C)(C)C1=NOC(=N1)C(=O)NCC1=C(C=C(C=C1)C=1C2=C(N=CN1)NC(=C2)C2=CC=C(C=C2)OC2CCNCC2)C 3-(tert-butyl)-N-(2-methyl-4-(6-(4-(piperidin-4-yloxy)phenyl)-7H-pyrrolo[2,3-d]pyrimidin-4-yl)benzyl)-1,2,4-oxadiazole-5-carboxamide